[(6Ar,10aR)-6,6,9-trimethyl-3-pentyl-6a,7,8,10a-tetrahydrobenzo[c]chromen-1-yl] 4-methylbenzenesulfonate CC1=CC=C(C=C1)S(=O)(=O)OC1=C2[C@H]3[C@H](C(OC2=CC(=C1)CCCCC)(C)C)CCC(=C3)C